NC=1N=C(C2=C(N1)C=NN2CC=2C=C(C=CC2OC)CO)NCCCC (3-{[5-amino-7-(butyl-amino)-1H-pyrazolo[4,3-d]pyrimidin-1-yl]methyl}-4-methoxyphenyl)methanol